(2S,5r)-2,5-dimethylpyrrolidine C[C@@H]1N[C@@H](CC1)C